N[C@@H]1C2=CC=CC=C2CC12CCN(CC2)C=2NC(C1=C(N2)NN=C1C=1C=2C=CC(=NC2CC(C1)(C)C)C#N)=O (S)-5-(6-(1-amino-1,3-dihydrospiro[indene-2,4'-piperidin]-1'-yl)-4-oxo-4,5-dihydro-1H-pyrazolo[3,4-d]pyrimidin-3-yl)-7,7-dimethyl-7,8-dihydroquinoline-2-carbonitrile